tert-butyl 4-(3-((2-(2,6-dioxopiperidin-3-yl)-1,3-dioxoisoindolin-5-yl) amino) propyl)-piperidine-1-carboxylate O=C1NC(CCC1N1C(C2=CC=C(C=C2C1=O)NCCCC1CCN(CC1)C(=O)OC(C)(C)C)=O)=O